NC=1C=C(C=C2C=C(N=CC12)NC(=O)[C@H]1[C@@H](C1)C#N)C1=NSC=C1C |r| (±)-trans-N-(8-amino-6-(4-methylisothiazol-3-yl)isoquinolin-3-yl)-2-cyanocyclopropaneCarboxamide